C(OCC(=O)N(CC)CC)(OC1=CC=C(C=C1)[N+](=O)[O-])=O.CNC1=CC(=CC=C1)N(C)C1=CC=CC2=CC=CC=C12 N,N'-dimethylnaphthyl m-phenylenediamine [2-(Diethylamino)-2-oxo-ethyl] (4-nitrophenyl) carbonate